FC=1C=CC(=C(C(=O)NCC2=CC=C(C=C2)C2=C(C=3C(C(=N2)OC(C(F)(F)F)C)=CN(N3)CC3=CC=C(C=C3)OC)C(=O)N)C1)OC 6-(4-((5-fluoro-2-methoxybenzamido)methyl)phenyl)-2-(4-methoxybenzyl)-4-((1,1,1-trifluoropropan-2-yl)oxy)-2H-pyrazolo[4,3-c]pyridine-7-carboxamide